5-chloro-1,2,3-thiadiazole ClC1=CN=NS1